[N+](=O)([O-])C1=CC=C(C=C1)C#CC1=C(NC=C1C(=O)OCC)C(=O)OCC diethyl 3-((4-nitrophenyl) ethynyl)-1H-pyrrole-2,4-dicarboxylate